(1S,3S)-3-(((2-(4'-fluoro-2'-(4-methyl-4H-1,2,4-triazol-3-yl)-[1,1'-biphenyl]-3-yl)-7-(trifluoromethyl)benzo[d]oxazol-5-yl)methyl)amino)cyclobutan-1-ol FC1=CC(=C(C=C1)C1=CC(=CC=C1)C=1OC2=C(N1)C=C(C=C2C(F)(F)F)CNC2CC(C2)O)C2=NN=CN2C